2-[[(1,1-dimethylethyl)dimethylsilyl]oxy]2-propenoic acid CC(C)(C)[Si](OC(C(=O)O)=C)(C)C